7-[(3S)-4-cyclobutyl-3-methylpiperazin-1-yl]-2-(8-fluoro-2-methylimidazo[1,2-a]pyridin-6-yl)-4H-pyrido[1,2-a]pyrimidin-4-one C1(CCC1)N1[C@H](CN(CC1)C=1C=CC=2N(C(C=C(N2)C=2C=C(C=3N(C2)C=C(N3)C)F)=O)C1)C